2-propyl-guanine C(CC)C1(NC(C2=NC=NC2=N1)=O)N